(1R,4R)-4-(4-((RS)-2,6-dioxopiperidin-3-yl)phenoxy)cyclohexane-1-carbaldehyde O=C1NC(CC[C@@H]1C1=CC=C(OC2CCC(CC2)C=O)C=C1)=O |r|